1-(4-(2-AZABICYCLO[2.1.1]HEXAN-2-YL)PYRIDIN-2-YL)-N-(1-METHYL-1H-INDAZOL-7-YL)-1H-PYRAZOLE-4-SULFONAMIDE C12N(CC(C1)C2)C2=CC(=NC=C2)N2N=CC(=C2)S(=O)(=O)NC=2C=CC=C1C=NN(C21)C